NC1=NC=NN2C1=C(C=C2C=2C=C(C(=O)N[C@@H]1CN(C[C@@H]1F)C(=O)C1CC(C1)F)C=CC2)CN2CC(C2)(F)F 3-{4-amino-5-[(3,3-difluoroazetidin-1-yl)methyl]pyrrolo[2,1-f][1,2,4]triazin-7-yl}-N-[(3R,4S)-4-fluoro-1-(3-fluorocyclobutanecarbonyl)pyrrolidin-3-yl]benzamide